(2S,5R)-2-(cyanomethyl)-5-methylpiperazine C(#N)C[C@@H]1NC[C@H](NC1)C